C1(CC1)C1=C(C=C2C(=NC(N(C2=C1)C1=C(C=CC=C1)C1CC1)=O)NC)C#N 7-cyclopropyl-1-(2-cyclopropylphenyl)-4-(methylamino)-2-oxo-1,2-dihydro-quinazoline-6-carbonitrile